N-(2-(3,3-dimethylbut-2-yloxy)ethyl)-3-(pyrrolidinyl)propan-1-amine CC(C(C)OCCNCCCN1CCCC1)(C)C